Methyl 4-((4-methoxybenzyl)amino)-1-methyl-1H-pyrazolo[4,3-c][1,7]naphthyridine-8-carboxylate COC1=CC=C(CNC2=NC=3C=NC(=CC3C3=C2C=NN3C)C(=O)OC)C=C1